Methyl-2-fluoro-3-((5-(trifluoromethyl)-1H-benzo[d]imidazol-1-yl)methyl)benzoate COC(C1=C(C(=CC=C1)CN1C=NC2=C1C=CC(=C2)C(F)(F)F)F)=O